4-((1H-pyrazol-1-yl)methyl)-N-((2,3-dihydrobenzofuran-7-yl)sulfonyl)-3-methoxybenzamide N1(N=CC=C1)CC1=C(C=C(C(=O)NS(=O)(=O)C2=CC=CC=3CCOC32)C=C1)OC